3-[[2-[6-(3-cyclopropyl-1H-1,2,4-triazol-5-yl)-2-azaspiro[3.3]heptane-2-carbonyl]-2-azaspiro[3.3]heptan-6-yl]methyl]-5-(trifluoromethyl)benzonitrile C1(CC1)C1=NNC(=N1)C1CC2(CN(C2)C(=O)N2CC3(C2)CC(C3)CC=3C=C(C#N)C=C(C3)C(F)(F)F)C1